4-[5-(pyridin-3-ylmethoxy)-1-benzofuran-2-yl]pyridine-3-carbonitrile N1=CC(=CC=C1)COC=1C=CC2=C(C=C(O2)C2=C(C=NC=C2)C#N)C1